FC=1C(=C(C#N)C=CC1C=C(C)C)N1CCNCC1 3-fluoro-4-(2-methylpropan-1-en-1-yl)-2-(piperazin-1-yl)benzonitrile